N-(6-(2-fluoro-4-(trifluoromethyl)phenyl)-1-phenyl-1H-pyrazolo[3,4-d]pyrimidin-4-yl)-5-nitrothiophene-2-carboxamide FC1=C(C=CC(=C1)C(F)(F)F)C1=NC(=C2C(=N1)N(N=C2)C2=CC=CC=C2)NC(=O)C=2SC(=CC2)[N+](=O)[O-]